ClC=1C(=NC(=NC1)C=N[S@](=O)C(C)(C)C)C(F)(F)F (R)-N-((5-chloro-4-(trifluoromethyl)pyrimidin-2-yl)methylene)-2-methylpropane-2-sulfinamide